phenyl-dimethyl-ammonium bromide [Br-].C1(=CC=CC=C1)[NH+](C)C